C1(=CC=CC=C1)S(=O)(=O)O/N=C\1/C(=CC(C(=C1)C)=O)C(C)C [(E)-(5-methyl-4-oxo-2-propan-2-ylcyclohexa-2,5-dien-1-ylidene)amino] benzenesulfonate